NC1=NC=2C=CC=C(C2C2=C1N=C(N2C)COCC)OCCCCNC(C)=O N-(4-((4-amino-2-(ethoxymethyl)-1-methyl-1H-imidazo[4,5-c]quinolin-9-yl)oxy)butyl)acetamide